2,6-divinyltoluene C(=C)C1=C(C)C(=CC=C1)C=C